PIPERIDIN-2,6-DION N1C(CCCC1=O)=O